Cl.ClC1=C(C=C(C=C1)C1=C(N=C(O1)C1=CC=C(C=C1)Cl)N1C(N=C(C(=C1)F)NC)=O)F 1-(5-(4-Chloro-3-fluorophenyl)-2-(4-chlorophenyl)oxazol-4-yl)-5-fluoro-4-(methylamino)pyrimidin-2(1H)-one hydrochloride